CC(C)(CNC(=O)CC1CCC2(CC1)OC3(C4CC5CC(C4)CC3C5)OO2)N The molecule is an oxaspiro compound that is dispiro[cyclohexane-1,3'-[1,2,4]trioxolane-5',2''-tricyclo[3.3.1.1(3,7)]decane] substituted by a 2-[(2-amino-2-methylpropyl)amino]-2-oxoethyl group at position 4s. Its maleic acid salt is used as an antimalarial drug in combination with piperaquine. It has a role as an antimalarial and an antiplasmodial drug. It is a member of adamantanes, a secondary carboxamide, a primary amino compound, a trioxolane and an oxaspiro compound. It is a conjugate base of an arterolane(1+).